BrC1=C2C=NN(C2=CC=C1)[C@@H]1CN(CC1)C(=O)OC(C)(C)C tert-Butyl (S)-3-(4-bromo-1H-indazol-1-yl)pyrrolidine-1-carboxylate